FC1=CC=C(C=C1)N(C(=O)C=1NC(C=C(C1)C(F)(F)F)=O)C N-(4-fluorophenyl)-N-methyl-6-oxo-4-(trifluoromethyl)-1,6-dihydropyridine-2-carboxamide